C1(CCCC1)C#CC1=CC(=CN=N1)OC1=C(N=NN1)C(=O)O 5-((6-(cyclopentylethynyl)pyridazin-4-yl)oxy)-1H-1,2,3-triazole-4-carboxylic acid